CC(CN1C[C@H](CC1)O[C@H]1CCCC([C@@H]1NC(=O)N1CCC(CC1)(C)C1=NOC(=N1)[C@H]1[C@H](C1)F)(F)F)(C)C N-[(1R,6S)-6-{[(3S)-1-(2,2-dimethylpropyl)pyrrolidin-3-yl]oxy}-2,2-difluorocyclohexyl]-4-{5-[(1S,2S)-2-fluorocyclopropyl]-1,2,4-oxadiazol-3-yl}-4-methylpiperidine-1-carboxamide